4-(5-(2,6-dimethylphenoxy)-1-(2-fluoro-2-methylpropyl)-3-(pyridin-4-yl)-1H-indazol-6-yl)-N-ethyl-6-methyl-7-oxo-6,7-dihydro-1H-pyrrolo[2,3-c]pyridine-2-carboxamide CC1=C(OC=2C=C3C(=NN(C3=CC2C=2C3=C(C(N(C2)C)=O)NC(=C3)C(=O)NCC)CC(C)(C)F)C3=CC=NC=C3)C(=CC=C1)C